tert-butyl 4-(2-((4-methoxy-3-(methoxycarbonyl)phenyl)amino)-6-phenylpyrimidin-4-yl)-dihydropyridine-1(2H)-carboxylate COC1=C(C=C(C=C1)NC1=NC(=CC(=N1)C1CCN(C=C1)C(=O)OC(C)(C)C)C1=CC=CC=C1)C(=O)OC